C1(=CC=CC2=CC=CC=C12)C1=CC=CC2=CC=CC=C12 [1,1'-binaphthyl]